BrC=1C(=CC(=C(C(=O)O)C1)N\C=C\[N+](=O)[O-])C (E)-5-Bromo-4-methyl-2-((2-nitrovinyl)amino)benzoic acid